O=C1CC(CO1)C(=O)OCCSC=1N=NC(=CC1NC1=CC(=NC=C1)NC(CCN1CCN(CC1)C)=O)C1=C(C=CC(=C1)Cl)F 2-{[6-(5-chloro-2-fluorophenyl)-4-({2-[3-(4-methylpiperazin-1-yl)propanamido]pyridin-4-yl}amino)pyridazin-3-yl]sulfanyl}ethyl 5-oxooxolane-3-carboxylate